1-(1-Acetylazetidin-3-yl)-6-chloro-7-[(2R)-2-{[(3-methylpyridin-2-yl)oxy]methyl}pyrrolidin-1-yl]-4-oxo-1,4-dihydroquinoline-3-carboxylic acid C(C)(=O)N1CC(C1)N1C=C(C(C2=CC(=C(C=C12)N1[C@H](CCC1)COC1=NC=CC=C1C)Cl)=O)C(=O)O